FC(OC(C)C1=CC(=NC=C1)C(=O)NC1=CC(=C(C=C1)C)C=1C=NC2=CC(=NC=C2C1)NC)F 4-(1-(difluoromethoxy)ethyl)-N-(4-methyl-3-(7-(methylamino)-1,6-naphthyridin-3-yl)phenyl)picolinamide